4-(benzylamino)-N-(3-(methylsulfonamido)phenyl)thiophene-2-carboxamide C(C1=CC=CC=C1)NC=1C=C(SC1)C(=O)NC1=CC(=CC=C1)NS(=O)(=O)C